CC1(CCC=2NC3=CC(=CC=C3C2C1)C)NC(OCC1=CC=CC=C1)=O benzyl (3,7-dimethyl-2,3,4,9-tetrahydro-1H-carbazol-3-yl)carbamate